NC1=NC=CC=C1C1=NC=2C(=NC=CC2)N1C1=CC=C(CN2CCC(CC2)NC=2C=C(C#N)C=CN2)C=C1 2-((1-(4-(2-(2-Aminopyridin-3-yl)-3H-imidazo[4,5-b]pyridin-3-yl)benzyl)piperidin-4-yl)amino)isonicotinonitrile